ClC1=C(C=CC=C1)CNC(NC(C)(C1=CC=CC=C1)C)=O 3-(2-chlorophenyl-methyl)-1-(1-methyl-1-phenylethyl)urea